ClC1=CC=C(C(=O)C2=C(C=C(N2C)CC(=O)O)C)C=C1 2-(5-(4-chlorobenzoyl)-1,4-dimethyl-1H-pyrrol-2-yl)acetic acid